2-(phenylcarbamoyl)-5-pyrazolo[1,5-a]pyridin-5-yl-furan-3-carboxylic acid C1(=CC=CC=C1)NC(=O)C=1OC(=CC1C(=O)O)C1=CC=2N(C=C1)N=CC2